8-Azaspiro[4.5]decan-2-yl (8-amino-7-fluoro-6-(8-methyl-2,3-dihydro-1H-pyrido[2,3-b][1,4]oxazin-7-yl)isoquinolin-3-yl)carbamate NC=1C(=C(C=C2C=C(N=CC12)NC(OC1CC2(CC1)CCNCC2)=O)C2=C(C1=C(OCCN1)N=C2)C)F